di(2-naphthyl)phosphine oxide C1=C(C=CC2=CC=CC=C12)P(C1=CC2=CC=CC=C2C=C1)=O